(2R)-2-amino-3-methoxypropan-1-ol, hydrochloride Cl.N[C@H](CO)COC